tert-Butyl 4-(4-((9-((1s,3s)-3-(2-phenylacetamido)cyclobutyl)-9H-purin-6-yl)amino)phenyl)piperazine-1-Carboxylate C1(=CC=CC=C1)CC(=O)NC1CC(C1)N1C2=NC=NC(=C2N=C1)NC1=CC=C(C=C1)N1CCN(CC1)C(=O)OC(C)(C)C